S(C)(=O)(=O)O.CC ethane mesylate